OCCN(CCCCCC(=O)OC(CCCCCCCCF)CCCCCCCC)CCCCCC(=O)OCCCCCCCCCCC(C)C 1-fluoroheptadecan-9-yl 6-((2-hydroxyethyl)(6-((11-methyldodecyl)oxy)-6-oxohexyl)amino)hexanoate